N=1NC(NC(C1)=O)=O 4H-1,2,4-triazine-3,5-dione